O=C1C(=C2C(=NN1)C(CC2)C(=O)O)C(F)(F)F 3-Oxo-4-(trifluoromethyl)-2,5,6,7-tetrahydrocyclopenta[c]pyridazine-7-carboxylic acid